ClC1=C(C=CC(=C1)Cl)N1N=C(N=C1C(Cl)(Cl)Cl)C(=O)O 1-(2,4-dichlorophenyl)-5-trichloromethyl-1H-1,2,4-triazole-3-carboxylic acid